(9Z,9'Z)-((3-((2-hydroxyethyl)(4-((Z)-tetradec-9-enoyloxy)butyl)amino)propyl)azanediyl)bis(butane-4,1-diyl) bis(tetradec-9-enoate) C(CCCCCCCC=CCCCC)(=O)OCCCCN(CCCCOC(CCCCCCCC=CCCCC)=O)CCCN(CCCCOC(CCCCCCC\C=C/CCCC)=O)CCO